P(=O)(=O)C(C(=O)O)CCC phosphovaleric acid